ClC1=CC=C(C(=N1)C(=O)OC(C)(C)C)N[C@H](C)C=1C=C(C=C2C(C(=C(OC12)C1=NC(=CC=C1)F)C)=O)C tert-Butyl 6-chloro-3-[[(1R)-1-[2-(6-fluoro-2-pyridyl)-3,6-dimethyl-4-oxo-chromen-8-yl]ethyl]amino]pyridine-2-carboxylate